BrC=1C=C(C=CC1)C(C)(CC=C)C1=NN(C(=N1)C=1C=C(OC=2C(=C3C=CNC3=CC2F)CCC(=O)O)C=CC1F)C 3-(5-(3-(3-(2-(3-Bromophenyl)pent-4-en-2-yl)-1-methyl-1H-1,2,4-triazol-5-yl)-4-fluorophenoxy)-6-fluoro-1H-indol-4-yl)propanoic acid